tert-butyl 4-((3-((3-(2-(benzyloxy)-6-hydroxypyridin-3-yl)-1-methyl-1H-indazol-6-yl)oxy)pyrrolidin-1-yl)methyl)piperidine-1-carboxylate C(C1=CC=CC=C1)OC1=NC(=CC=C1C1=NN(C2=CC(=CC=C12)OC1CN(CC1)CC1CCN(CC1)C(=O)OC(C)(C)C)C)O